4-[4-(8-hydroxyoctoxy)phenyl]benzonitrile OCCCCCCCCOC1=CC=C(C=C1)C1=CC=C(C#N)C=C1